C(C)OC([C@@H](NC(=O)OCC)CCOS(=O)(=O)CC1=CC=CC=C1)=O N-ethoxyformyl-O-toluenesulfonyl-L-homoserine ethyl ester